4-(2-(methylsulfonyl)acetamido)-cyclohexanecarboxamide CS(=O)(=O)CC(=O)NC1CCC(CC1)C(=O)N